BrC1=CC(=C(C(=C1)C)N1C=C(C2=C1N=C(N=C2N2CC(C2)CCCCC(=O)O)C)C)C 1-[7-(4-bromo-2,6-dimethylphenyl)-2,5-dimethyl-7H-pyrrolo[2,3-d]pyrimidin-4-yl]-3-azetidinepentanoic acid